(11R)-6-(2,6-dimethylphenyl)-11-(2,2-dimethylpropyl)-7-ethyl-9-oxa-2λ6-thia-3,5,12,19-tetraazatricyclo[12.3.1.14,8]nonadeca-1(18),4(19),5,7,14,16-hexaene-2,2,13-trione CC1=C(C(=CC=C1)C)C1=NC=2NS(C=3C=CC=C(C(N[C@@H](COC(=C1CC)N2)CC(C)(C)C)=O)C3)(=O)=O